1,4-dithiepan S1CCSCCC1